C(CCCCC)(=O)OCN1C(C(=CC2=CC=C(C=C12)CCN1CCN(CC1)C1=CC(=CC2=C1C=CS2)F)C)=O (4s)-(7-(2-(4-(6-fluorobenzothiophen-4-yl)piperazin-1-yl)ethyl)-3-methyl-2-oxoquinoline-1(2H)-yl)methyl hexanoate